C(C1=CC=CC=C1)C1N(CCNC1)C Benzyl-1-methylpiperazine